ClC1=CC=C(OC2=C(C=C(C=C2F)S(=O)(=O)N2C3(CN(CC2CC3)C(=O)N3CCOCC3)C(=O)NO)F)C=C1 8-((4-(4-Chlorophenoxy)-3,5-difluorophenyl)sulfonyl)-N-hydroxy-3-(morpholine-4-carbonyl)-3,8-diazabicyclo[3.2.1]octane-1-carboxamide